[Pb].[Ag].[Cu] copper-silver-lead